C12(CC3CC(CC(C1)C3)C2)CN2N=CC(=C2)C2=C(C=3N(C=C2)C(=CN3)C=3N=NC(=C(C3)C)Cl)C(=O)OC methyl 7-(1-(adamantan-1-ylmethyl)-1H-pyrazol-4-yl)-3-(6-chloro-5-methylpyridazin-3-yl)imidazo[1,2-a]pyridine-8-carboxylate